ClC1=CC=C(C=C1)NS(=O)(=O)C=1C=C(C=NC1OC)NC(C1=NC=CC(=C1)N1C=NC=C1)=O N-(5-(N-(4-chlorophenyl)sulfamoyl)-6-methoxypyridin-3-yl)-4-(1H-imidazol-1-yl)picolinamide